CN1C(C(C(CC1)([2H])[2H])([2H])[2H])=O N-methylpiperidone-d4